FC=1C=NC=2OC(C3C4CCC(CN3C3=NC(=CC1C32)CCOS(=O)(=O)C)N4C(=O)[O-])C 14-fluoro-9-methyl-17-(2-methylsulfonyloxyethyl)-10-oxa-2,12,18,20-tetrazapentacyclo[9.7.1.14,7.02,8.015,19]icosa-1(18),11(19),12,14,16-pentaene-20-carboxylate